[1-(5-{[2-chloro-6-(trifluoromethyl)phenyl]methoxy}pyrimidin-2-yl)-1,2,4-triazol-3-yl]methanol ClC1=C(C(=CC=C1)C(F)(F)F)COC=1C=NC(=NC1)N1N=C(N=C1)CO